2-amino-5-methoxypyrazolo[1,5-a]pyrimidine-3-carboxylic acid NC1=NN2C(N=C(C=C2)OC)=C1C(=O)O